(4-cyanophenyl)-2-(7-chloroimidazo[1,5-a]pyridin-5-yl)acetamide C(#N)C1=CC=C(C=C1)C(C(=O)N)C1=CC(=CC=2N1C=NC2)Cl